3-ethyl-2,4-hexanedione zirconium [Zr].C(C)C(C(C)=O)C(CC)=O